COC(=O)C1=CC=C(C=C1)C1=CC=C(C=C1)C(=O)NC1=CC=CC=N1 6-[4'-(methoxycarbonyl)-[1,1'-biphenyl]-4-amido]pyridin